(R)-3-(3-(((S)-8-fluoro-4-methyl-1,1-dioxido-4,5-dihydrobenzo[f][1,2]thiazepin-2(3H)-yl)methyl)-4-methylphenyl)-2,2-dimethyl-3-((1-propyl-1H-1,2,3-triazol-4-yl)methoxy)propanoic acid FC1=CC2=C(C[C@@H](CN(S2(=O)=O)CC=2C=C(C=CC2C)[C@H](C(C(=O)O)(C)C)OCC=2N=NN(C2)CCC)C)C=C1